ClC1=CC=C(C(=N1)C(F)(F)F)O[C@@H]1C[C@@H](N(CC1)C=1C=CC(=NC1C(=O)N[C@H]1CN(CC1)C)C=1C(=NC=CC1)OCC)C1CC1 5-[cis-4-{[6-chloro-2-(trifluoromethyl)pyridin-3-yl]oxy}-2-cyclopropylpiperidin-1-yl]-2'-ethoxy-N-[(3R)-1-methylpyrrolidin-3-yl]-[2,3'-bipyridine]-6-carboxamide